ClC1=C(C=C(C=C1)C(F)(F)F)C1=CN=C(O1)C1=C(C(=O)O)C=CC=C1 (5-(2-chloro-5-(trifluoromethyl)phenyl)oxazol-2-yl)benzoic acid